NC1=NC(=C(C=C1NC(CCNC1=NC=CC2=CC=C(C=C12)C1=NOC(=N1)C)=O)Br)C N-(2-amino-5-bromo-6-methylpyridin-3-yl)-3-{[7-(5-methyl-1,2,4-oxadiazol-3-yl)isoquinolin-1-yl]amino}propanamide